C1(=CC=CC=C1)P(CCNC1CCCC=2C=CC(=NC12)C(C)C)C1=CC=CC=C1 N-(2-(diphenylphosphino)ethyl)-2-isopropyl-5,6,7,8-tetrahydroquinolin-8-amine